(1s,4s)-4-(4-(5-(5-((3-chloro-4-fluorophenyl)carbamoyl)-1-methyl-1H-imidazol-4-yl)-2-hydroxyoctahydropentalen-2-yl)-3-(trifluoromethyl)-1H-pyrazol-1-yl)cyclohexane-1-carboxylic acid ClC=1C=C(C=CC1F)NC(=O)C1=C(N=CN1C)C1CC2CC(CC2C1)(O)C=1C(=NN(C1)C1CCC(CC1)C(=O)O)C(F)(F)F